3,4-diaminonaphthalene NC=1C=CC2=CC=CC=C2C1N